(R)-N-(3-(1-((2-Amino-5-chloropyridin-3-yl)oxy)ethyl)phenyl)-3-(trifluoromethyl)benzamid NC1=NC=C(C=C1O[C@H](C)C=1C=C(C=CC1)NC(C1=CC(=CC=C1)C(F)(F)F)=O)Cl